[Si](C)(C)(C(C)(C)C)OCC1=CC2=NC=CC(=C2S1)C=1C=C(C=C2CCCN(C12)C1CN(CCC1)C(=O)OC(C)(C)C)Cl tert-butyl 3-(8-(2-(((tert-butyldimethylsilyl)oxy)methyl)thieno[3,2-b]pyridin-7-yl)-6-chloro-3,4-dihydroquinolin-1(2H)-yl)piperidine-1-carboxylate